C(C(=C)C)(=O)OCCCOCCCOC(C(=C)C)=O bis(3-methacryloyloxypropyl) ether